C(C#C)C1CN(CCC1)C=1C2=C(N=CN1)C=CN=C2 4-(3-(prop-2-yn-1-yl)piperidin-1-yl)pyrido[4,3-d]pyrimidine